(9H-fluoren-9-yl)methyl (3-hydroxypropyl)carbamate OCCCNC(OCC1C2=CC=CC=C2C=2C=CC=CC12)=O